BrC=1C=C(C=CC1)S(=O)(=O)NCCOCCOC 3-bromo-N-(2-(2-methoxyethoxy)ethyl)Benzenesulfonamide